N-(2-aminoethyl)morpholincarboxamide NCCNC(=O)N1CCOCC1